[bis(fluorophenyl)triazinyl][(biphenylyl)benzselenophenyl]benzene FC1=C(C=CC=C1)C1=C(C(=NN=N1)C1=C(C=CC=C1)C=1[Se]C2=C(C1C1=C(C=CC=C1)C1=CC=CC=C1)C=CC=C2)C2=C(C=CC=C2)F